N-(2-(4-((R)-4-cyclopropyl-2-methylpiperazine-1-yl)piperidine-1-yl)-5-((6-((R)-3-(3,5-difluorophenyl)isoxazolidine-2-yl)pyrimidine-4-yl)amino)-4-methoxyphenyl)acrylamide C1(CC1)N1C[C@H](N(CC1)C1CCN(CC1)C1=C(C=C(C(=C1)OC)NC1=NC=NC(=C1)N1OCC[C@@H]1C1=CC(=CC(=C1)F)F)NC(C=C)=O)C